BrC=1C=NN(C1)C1=NC(=NC=C1C(F)(F)F)NC1=CC=C(C=C1)S(=O)(=O)NC 4-[[4-(4-bromopyrazol-1-yl)-5-(trifluoromethyl)pyrimidin-2-yl]amino]-N-methyl-benzenesulfonamide